C(C)(C)(C)C=1C=C(C(=O)C2=C(C(=O)O)C=CC=C2)C=C(C1O)C(C)(C)C 3,5-di-t-butyl-4-hydroxybenzoylbenzoic acid